dec-1-ene-3-ene C=CC=CCCCCCC